FC1=C(N=CC2=C1N=C(N=C2N2CC1C(C(C2)C1)C(=O)OC)OCC12CCCN2CCC1)C1=CC=CC2=CC=CC(=C12)F methyl 3-(8-fluoro-7-(8-fluoronaphthalen-1-yl)-2-((tetrahydro-1H-pyrrolizin-7a(5H)-yl)methoxy)pyrido[4,3-d]pyrimidin-4-yl)-3-azabicyclo[3.1.1]heptane-6-carboxylate